2-cyano-2-(hydroxyimino)acetic acid C(#N)C(C(=O)O)=NO